FC1=C(C(=CC=C1)[N+](=O)[O-])B1OC(C(O1)(C)C)(C)C 2-(2-fluoro-6-nitrophenyl)-4,4,5,5-tetramethyl-1,3,2-dioxaborolane